Cl.CC(C)NC(=O)C1CNC1 N-(propan-2-yl)azetidine-3-carboxamide hydrochloride